1-octyl-1,3-butadiene C(CCCCCCC)C=CC=C